((2R,3S,4R,5R)-5-(4-aminopyrrolo[2,1-f][1,2,4]triazin-7-yl)-5-cyano-3,4-dihydroxytetrahydrofuran-2-yl) methyl ((R)-1-(octadecyloxy)-3-phenoxypropan-2-yl) phosphate P(=O)(O[C@H]1O[C@@]([C@@H]([C@@H]1O)O)(C#N)C1=CC=C2C(=NC=NN21)N)(OC)O[C@H](COCCCCCCCCCCCCCCCCCC)COC2=CC=CC=C2